NC1=NC=NN2C1=C(C(=C2)C2=CC=C(C=C2)NC(C(=C)C)=O)C2=CC(=C(C=C2)OC2=NC=C(C=N2)F)F N-(4-(4-amino-5-(3-fluoro-4-((5-fluoropyrimidin-2-yl)oxy)phenyl)pyrrolo[2,1-f][1,2,4]triazin-6-yl)phenyl)methacrylamide